C[Si]1(O[Si](O[Si](O[Si](O[Si](O[Si](O1)(C)C=C)(C)C=C)(C)C=C)(C)C=C)(C)C=C)C=C 1,3,5,7,9,11-hexamethyl-1,3,5,7,9,11-hexavinylcyclohexasiloxane